C1(CC1)N1C(=NC2=C1C=C(C=C2)F)C=2C(=NC=NC2)CC 1-Cyclopropyl-2-(4-ethylpyrimidin-5-yl)-6-fluoro-1H-benzo[d]imidazol